(S)-1-(3-(6-amino-7-(4-phenoxyphenyl)-7,8-dihydro-9H-purin-9-yl)pyrrolidin-1-yl)but-2-yn-1-one NC1=C2N(CN(C2=NC=N1)[C@@H]1CN(CC1)C(C#CC)=O)C1=CC=C(C=C1)OC1=CC=CC=C1